FC1=CC=C2CCCN(C2=C1)[C@@H]1CCC=2C(=NC(=NC2C1)O[C@@H]1CN(C[C@H]1OC)C)N1C[C@@H](NCC1)CC#N 2-((S)-4-((R)-7-(7-fluoro-3,4-dihydroquinolin-1(2H)-yl)-2-(((3R,4R)-4-methoxy-1-methylpyrrolidin-3-yl)oxy)-5,6,7,8-tetrahydroquinazolin-4-yl)piperazin-2-yl)acetonitrile